1-(5-bromo-2-hydroxyl-3-methylphenyl)-3-(dimethylamino)prop-2-en-1-one BrC=1C=C(C(=C(C1)C(C=CN(C)C)=O)O)C